5-((3-chloro-2-((4-methoxybenzyl)amino)pyridin-4-yl)thio)-N2-methylpyrazine-2,3-diamine ClC=1C(=NC=CC1SC=1N=C(C(=NC1)NC)N)NCC1=CC=C(C=C1)OC